(S)-1-(5-Chloro-2-(2-azaspiro[3.3]heptan-2-yl)phenoxy)-N-((6-(3-hydroxypyrrolidin-1-yl)pyridin-2-yl)sulfonyl)cyclopropanecarboxamide ClC=1C=CC(=C(OC2(CC2)C(=O)NS(=O)(=O)C2=NC(=CC=C2)N2C[C@H](CC2)O)C1)N1CC2(C1)CCC2